C1(CCC2=CC=CC=C12)N(S(=O)(=O)C1=C(C=C(C=C1)[N+](=O)[O-])[N+](=O)[O-])C1CCN(CC1)C=1C2=C(N=CN1)C(=CS2)C N-(2,3-Dihydro-1H-inden-1-yl)-N-[1-(7-methylthieno[3,2-d]pyrimidin-4-yl)-4-piperidyl]-2,4-dinitrobenzenesulfonamide